C1(CC1)[C@]1(C(N(C[C@H]1C)C=1C=2N(C=C(N1)C=1C=NN(C1)[C@H]1[C@H](OC1)C)N=CC2F)=O)C#N (3R,4S)-3-cyclopropyl-1-(3-fluoro-6-(1-((2R,3R)-2-methyloxetan-3-yl)-1H-pyrazol-4-yl)pyrazolo[1,5-a]pyrazin-4-yl)-4-methyl-2-oxopyrrolidine-3-carbonitrile